[4-(4-fluorophenoxy)-3-[(1Z)-non-1,8-dien-1-yl]phenyl]carboxamide FC1=CC=C(OC2=C(C=C(C=C2)C(=O)N)\C=C/CCCCCC=C)C=C1